(S)-N-(3-(1-((2-ethyl-2H-pyrazolo[3,4-b]pyrazin-6-yl)amino)ethyl)-4-methylphenyl)-3-methyl-4-(pyrrolidin-1-ylmethyl)benzamide C(C)N1N=C2N=C(C=NC2=C1)N[C@@H](C)C=1C=C(C=CC1C)NC(C1=CC(=C(C=C1)CN1CCCC1)C)=O